C(C)(=O)N1CCC(CC1)N1N=CC2=C(C=CC=C12)C=1C(=C(C(=O)N)C=C(C1)CNC(C(C)(C)C)=O)Cl [1-(1-Acetylpiperidin-4-yl)-1H-indazol-4-yl]-2-chloro-5-{[(2,2-dimethylpropionyl)amino]methyl}benzamide